2-ethyl-N-{(1S)-1-(4-methylcyclohexyl)-2-oxo-2-[(2-oxospiro[1H-pyrrolo[3,2-c]-pyridin-3,4'-tetrahydropyran]-6-yl)amino]ethyl}pyrazole-3-carboxamide C(C)N1N=CC=C1C(=O)N[C@H](C(NC1=CC2=C(C=N1)C1(CCOCC1)C(N2)=O)=O)C2CCC(CC2)C